FC1(CCC(CC1)CN1C=NC(=C1C1=NC(=NC=C1)NC(OCC1=CC=CC=C1)=O)C1=CC=C(C=C1)F)F Benzyl (4-(1-((4,4-difluorocyclohexyl)methyl)-4-(4-fluorophenyl)-1H-imidazol-5-yl)pyrimidin-2-yl)carbamate